NC=1C=CC2=C(N(N=C2C1)CC1=C(C=CC=C1)OC)N(C(OC(C)(C)C)=O)C(=O)OC(C)(C)C tert-Butyl N-[6-amino-2-[(2-methoxyphenyl)methyl]indazol-3-yl]-N-tert-butoxycarbonyl-carbamate